Isoeugenylsalicylat C1(=C(OC)C=C(C=CC)C=C1)OC=1C(C(=O)[O-])=CC=CC1